F[C@@H]1CC2=CCCN2C1 (2R,7aS)-2-fluorotetrahydro-pyrrolizine